[C@H]1([C@H](O)[C@@H](O)[C@H](O)[C@H](O1)CO)O[C@@H]([C@H]([C@H](CO)O)O)CO 4-O-α-D-Glucopyranosyl-D-ribitol